C1(=CC=CC2=CC3=CC=CC=C3C=C12)S(=O)C1=CC=CC2=CC3=CC=CC=C3C=C12 dianthracenyl sulfoxide